COC(=O)C1=NNC(=C1CCC(=O)OCC)C(=O)OC 4-(3-ethoxy-3-oxopropyl)-1H-pyrazole-3,5-dicarboxylic acid dimethyl ester